C(CCCCCCC(C)C)OCCOCCO diethylene glycol monoisodecyl ether